(2R,3S,4R,5R)-5-(4-((S)-2-amino-3-(4-fluorophenyl)propanamido)pyrrolo[2,1-f][1,2,4]triazin-7-yl)-5-cyano-4-hydroxy-2-(hydroxymethyl)tetrahydrofuran-3-yl 2-cyclohexylacetate C1(CCCCC1)CC(=O)O[C@@H]1[C@H](O[C@@]([C@@H]1O)(C#N)C1=CC=C2C(=NC=NN21)NC([C@H](CC2=CC=C(C=C2)F)N)=O)CO